C(C1=CC=CC=C1)C=1C=C(C(=O)O)C=C(N1)C(NC)=O 2-benzyl-6-(methylcarbamoyl)isonicotinic acid